N1C(=NC2=C1C=CC=C2)NC(=O)NC2=CC1=CC=CC=C1C=C2 1-(1H-benzo[d]imidazol-2-yl)-3-(naphthalen-2-yl)urea